1'-(tert-butyl) 6,7-dimethyl 4-oxaspiro[chroman-2,4'-piperidine]-1',6,7-tricarboxylate N1(CCC2(CC1)OC1=CC(=C(C=C1OC2)C(=O)OC)C(=O)OC)C(=O)OC(C)(C)C